N[C@H](CC(=O)O)CC1=CC=C(C=C1)C (S)-3-amino-4-(4-methylphenyl)-butyric acid